C(#N)C1=C(C=C(C=C1)C1=CN(C2=NC=CC(=C21)OC2=C(C=C(C=C2F)NC(=O)NCC2(COC2)C)F)COCC[Si](C)(C)C)C(F)(F)F N-{4-[(3-[4-cyano-3-(trifluoromethyl)phenyl]-1-{[2-(trimethylsilyl)ethoxy]methyl}-1H-pyrrolo[2,3-b]pyridin-4-yl)oxy]-3,5-difluorophenyl}-N'-[(3-methyloxetan-3-yl)methyl]urea